OC1=C(C=C(C=C1)S(=O)(=O)[O-])C=NCCN=CC1=C(C=CC(=C1)S(=O)(=O)[O-])O N,N'-bis[(2-hydroxy-5-sulfonatophenyl)-methylene]-1,2-diaminoethane